C(C=C)N1C(=CC=C1C1=CC(=CC=C1)N(CC(=O)O)S(=O)(=O)C1=CC2=CC=CC=C2C=C1)C(=O)O 1-allyl-5-(3-(N-(carboxymethyl)naphthalene-2-sulfonylamino)phenyl)-1H-pyrrole-2-carboxylic acid